[Cl-].[Cl-].ClC1=CC=C(C=C1)C(=[Zr+2](C1(C(C(C(C2(C3C(=C4C=5C=CC=CC5CC4=C21)C=CCC3)C)(C)C)(C)C)(C)C)C)C3C=CC=C3)C3=CC=C(C=C3)Cl Bis(p-chlorophenyl)methylene(cyclopentadienyl)(octamethyloctahydrodibenzofluorenyl)zirconium dichloride